C[Si](C1=C(C2=CC=CC=C2C=C1)C1=CC=CC=C1)(C)C trimethyl-(1-phenyl-naphthalen-2-yl)silane